Iridium tin oxide [Sn]=O.[Ir]